FC(C(CC(=O)OCCC)=O)F propyl 4,4-difluoroacetoacetate